1-benzyl 4-(tert-butyl) (R)-2-(hydroxymethyl)piperazine-1,4-dicarboxylate OC[C@@H]1N(CCN(C1)C(=O)OC(C)(C)C)C(=O)OCC1=CC=CC=C1